(R)-3-hydroxy-1-(methyl-d3)-3-(3-(3-(4,4,5,5-tetramethyl-1,3,2-dioxaborolan-2-yl)phenyl)isoxazol-5-yl)pyrrolidin-2-one O[C@@]1(C(N(CC1)C([2H])([2H])[2H])=O)C1=CC(=NO1)C1=CC(=CC=C1)B1OC(C(O1)(C)C)(C)C